NC=1C(=C2C=CC(=NC2=CC1)C)P1(CCCC1)=O 1-(6-amino-2-methylquinolin-5-yl)phospholane 1-oxide